ClC=1C(=C(C=CC1)NC1=C(C(=O)O)C=C(C=C1)F)OCC1CC1 2-((3-chloro-2-(cyclopropylmethoxy)phenyl)amino)-5-fluorobenzoic acid